(S)-6-(4-methoxybenzyl)-N-((S)-1-(5-(2-methoxyquinolin-3-yl)-1H-imidazol-2-yl)-7-oxononyl)-6-azaspiro[2.5]octane-1-carboxamide COC1=CC=C(CN2CCC3(C[C@@H]3C(=O)N[C@@H](CCCCCC(CC)=O)C=3NC(=CN3)C=3C(=NC4=CC=CC=C4C3)OC)CC2)C=C1